C(O)(O)=O.C1(=CC=C(C=C1)N)N p-phenylenediamine carbonate